BrC=1C=C(C=CC1)C1(COC1)CC1=NN=CN1C(F)F 3-((3-(3-bromophenyl)oxetan-3-yl)methyl)-4-(difluoromethyl)-4H-1,2,4-triazole